pyrazolo[1,5-a]Pyrimidine-3-carboxylic acid [4-(5-chloro-2-difluoromethoxy-phenyl)-2-(3-hydroxy-prop-1-ynyl)-thiazol-5-yl]Amide ClC=1C=CC(=C(C1)C=1N=C(SC1NC(=O)C=1C=NN2C1N=CC=C2)C#CCO)OC(F)F